[C@@H]([C@H]([C@H](C(=O)O)O)O)([C@H](C(=O)O)O)O The molecule is the L-enantiomer of mannaric acid. It is a conjugate acid of a L-mannarate(1-). It is an enantiomer of a D-mannaric acid.